2-(3-oxo-3-(piperazin-1-yl)propyl)-6-(4,4,5,5-tetramethyl-1,3,2-dioxaborolan-2-yl)-1H-benzo[de]Isoquinoline-1,3(2H)-dione O=C(CCN1C(C2=CC=CC=3C2=C(C1=O)C=CC3B3OC(C(O3)(C)C)(C)C)=O)N3CCNCC3